C(C)OC(=O)C=1N=NNC1OC1=CC(=CC=C1)C#C 5-(3-ethynylphenoxy)-1H-1,2,3-triazole-4-carboxylic acid ethyl ester